C(C)OCC1(CCN(CC1)CC1=CC=C(C(=O)N)C=C1)CCC1=CC=CC=C1 4-((4-(ethoxymethyl)-4-phenethylpiperidin-1-yl)methyl)benzamide